N1(CCC1)C1=CC2=C(N=C(N=C2)NC2=CC3=C(CS(C3)(=O)=O)C=C2)N(C1=O)[C@H]1[C@](CCC1)(C)O 6-(azetidin-1-yl)-2-((2,2-dioxo-1,3-dihydrobenzo[c]thiophen-5-yl)amino)-8-((1R,2R)-2-hydroxy-2-methylcyclopentyl)pyrido[2,3-d]pyrimidin-7(8H)-one